7,8-difluoro-N-(4-((4-hydroxybenzyl)amino)phenyl)octanamide FC(CCCCCC(=O)NC1=CC=C(C=C1)NCC1=CC=C(C=C1)O)CF